(benzyl-(methyl)amino)-N-(methylsulfonyl)-7-(1H-pyrazol-4-yl)pyrazolo[1,5-a]pyrimidine-2-carboxamide C(C1=CC=CC=C1)N(C)C=1C(=NN2C1N=CC=C2C=2C=NNC2)C(=O)NS(=O)(=O)C